(R)-tert-Butyl 2-(aminooxymethyl)pyrrolidine-1-carboxylate NOC[C@@H]1N(CCC1)C(=O)OC(C)(C)C